Cl.C1(CC1)NC(=O)C1=NC(=C(C=C1)N1CCNCC1)F N-cyclopropyl-6-fluoro-5-(piperazin-1-yl)pyridine-2-carboxamide HCl salt